(S)-(1-cyanobutyl)carbamic acid benzyl ester C(C1=CC=CC=C1)OC(N[C@@H](CCC)C#N)=O